Tert-butyl (E)-5-(((tert-butoxycarbonyl) (cyclobutylmethyl) amino) methyl)-2-((hydroxyimino) methyl)-4H-thieno[3,2-b]pyrrole-4-carboxylate C(C)(C)(C)OC(=O)N(CC1CCC1)CC1=CC2=C(N1C(=O)OC(C)(C)C)C=C(S2)/C=N/O